C(N)(OC(CC1(CCN(CC1)C1=NC(=C(N=C1)Br)N)C)(C)C)=O (1-(6-amino-5-bromopyrazin-2-yl)-4-methylpiperidin-4-yl)-tert-butyl carbamate